C/C/1=C/CC\C(=C\CC(CC1)C(=C)C)\C (Z,E)-1,5-Dimethyl-8-(prop-1-en-2-yl)-1,5-cyclodecadiene